COC=1C=C(OC2=CC=C(C=C2)N2CC(C2)O)C=CC1OC 1-(4-(3,4-dimethoxyphenoxy)phenyl)azetidin-3-ol